N(=[N+]=[N-])CCOCCNC(=O)CCOCC(COCCC(NCCOCCN=[N+]=[N-])=O)NC(=O)CCOCCOCCOCCOCCNC(OC(C)(C)C)=O tert-Butyl N-(14-{[1,3-bis(2-{[2-(2-azidoethoxy)ethyl]carbamoyl} ethoxy)propan-2-yl]carbamoyl}-3,6,9,12-tetraoxatetradecan-1-yl)carbamate